NC=1C=C(C=CC1OCOCCOC)N1C(C2=CC=C(C=C2CC1)C=1C=NC(=CC1)C(C)(C)C)=O 2-(3-amino-4-((2-methoxyethoxy)methoxy)phenyl)-6-(6-(tert-butyl)pyridin-3-yl)-3,4-dihydroisoquinolin-1(2H)-one